C(OCC1=CC=C(C=C1)NC(=O)OC(C)C=1N=NC(=NN1)C1=CC=C(C=C1)CNC(=O)OC(C)(C)C)(ON1C(CCC1=O)=O)=O (4-{[(1-{6-[4-({[(Tert-butoxy)carbonyl]amino}methyl)phenyl]-1,2,4,5-tetrazin-3-yl}ethoxy)carbonyl]amino}phenyl)methyl 2,5-dioxopyrrolidin-1-yl carbonate